FC=1C=NC=C(CNCC(=O)O)C1 5-fluoronicotinyl-glycine